N(C(=N)N)CCCC(=O)O 4-Guanidinobutanoic acid